tert-butyl N-[[4-[6-(5-hydroxypentyl)pyrrolo[2,1-f][1,2,4]triazin-4-yl]-2-methyl-phenyl]methyl]carbamate OCCCCCC=1C=C2C(=NC=NN2C1)C1=CC(=C(C=C1)CNC(OC(C)(C)C)=O)C